C(C)OC(=O)C1=C(C=2NC=3C=C(C=CC3C2N=C1)C#N)NC(C)C.S1C(=CC=C1)CC[C@@H](C[C@H]1C(NCC1)=O)NC([C@H](CC1CCCCC1)NC(C=CC1=CC=CC=C1)=O)=O (thiophen-2-ylmethyl)(S)-2-((S)-2-cinnamamido-3-cyclohexylpropionamido)-3-((S)-2-oxopyrrolidin-3-yl)propane ethyl-7-cyano-4-(isopropylamino)-5H-pyrido[3,2-b]indole-3-carboxylate